10-(3-(1-(adamantan-1-ylmethyl)-5-methyl-1H-pyrazol-4-yl)-6-(8-(benzo[d]thiazol-2-ylcarbamoyl)-3,4-dihydroisoquinolin-2(1H)-yl)picolinamido)decanoic acid C12(CC3CC(CC(C1)C3)C2)CN2N=CC(=C2C)C=2C(=NC(=CC2)N2CC3=C(C=CC=C3CC2)C(NC=2SC3=C(N2)C=CC=C3)=O)C(=O)NCCCCCCCCCC(=O)O